N-(3-Isopropoxy-4-(4-methylpiperazin-1-yl)phenyl)-7-((tetrahydrofuran-2-yl)methyl)-7H-pyrrolo[2,3-d]pyrimidin-2-amine C(C)(C)OC=1C=C(C=CC1N1CCN(CC1)C)NC=1N=CC2=C(N1)N(C=C2)CC2OCCC2